2-(6-(((1S,4S,5S,6R)-6-fluoro-1,4-dimethyl-2-azabicyclo[2.2.1]heptan-5-yl)oxy)pyridazin-3-yl)-5-(1H-pyrazol-1-yl)phenol F[C@H]1[C@H]([C@@]2(CN[C@]1(C2)C)C)OC2=CC=C(N=N2)C2=C(C=C(C=C2)N2N=CC=C2)O